(5,6-difluoro-1H-indol-3-yl)-6-(4-methoxyphenyl)-3,4-dihydroisoquinoline-2(1H)-carboxamide FC=1C=C2C(=CNC2=CC1F)C1N(CCC2=CC(=CC=C12)C1=CC=C(C=C1)OC)C(=O)N